acrylic acid linoleyl ester C(CCCCCCC\C=C/C\C=C/CCCCC)OC(C=C)=O